O=C1NC(CCC1N1C(C2=CC=CC(=C2C1)NC(CCCCCC(=O)NC1=C2CN(C(C2=CC=C1)=O)C1C(NC(CC1)=O)=O)=O)=O)=O N1,N7-Bis(2-(2,6-dioxopiperidin-3-yl)-1-oxoisoindolin-4-yl)heptanediamide